N1(CCCCC1)N PIPERIDINAMIN